N-(1-(4-(tert-butyl)phenyl)-6-(4,4-difluoropiperidin-1-yl)-1H-pyrazolo[3,4-d]pyrimidin-4-yl)-5-nitrothiophene-2-carboxamide C(C)(C)(C)C1=CC=C(C=C1)N1N=CC=2C1=NC(=NC2NC(=O)C=2SC(=CC2)[N+](=O)[O-])N2CCC(CC2)(F)F